((4-methyl-3-(pyridin-2-yloxy)phenyl)carbamoyl)cyclobutane-1-carboxamide CC1=C(C=C(C=C1)NC(=O)C1(CCC1)C(=O)N)OC1=NC=CC=C1